4-(methylthio)-2-oxobutanoic acid CSCCC(C(=O)O)=O